C(C1=CC=CC=C1)OC(C(C)(O)C1(SC=CC1)S(=O)(N)=N[Si](C)(C)C(C)(C)C)OCC 2-(benzyloxy(ethoxy)-2-hydroxypropan-2-yl)-N'-(tert-butyldimethylsilyl)thiophene-2-sulfonimidamide